IC=1C(=NNC1C(=O)OC)C1(CC1)C(F)(F)F Methyl 4-iodo-3-(1-(trifluoromethyl)cyclopropyl)-1H-pyrazole-5-carboxylate